sodium 4-tert-amylphenyl fluorophosphate P(=O)(OC1=CC=C(C=C1)C(C)(C)CC)([O-])F.[Na+]